C(CCCCCCCCC)N(C(CCCCCCCN(CCCCCCCC(=O)NC(CCCCCCCCC)CCCCCCCCC)C1CCC(CC1)O)=O)CCCCCCCCCC N,N-didecyl-8-(((1S,4S)-4-hydroxycyclohex-yl)(8-(nonadecan-10-ylamino)-8-oxo-octyl)amino)octan-amide